2-{[4-({2-[(4-cyano-2-fluorophenoxy)methyl]pyridin-4-yl}oxy)-2-fluorophenyl]methyl}-4-fluoro-1-{[(2S)-oxetan-2-yl]methyl}-1H-1,3-benzodiazole-6-carboxylic acid C(#N)C1=CC(=C(OCC2=NC=CC(=C2)OC2=CC(=C(C=C2)CC2=NC3=C(N2C[C@H]2OCC2)C=C(C=C3F)C(=O)O)F)C=C1)F